6-chloro-4-((3aS,7aR)-1-(4-chlorophenyl)octahydro-5H-pyrrolo[3,2-c]pyridin-5-yl)-1-methyl-2-oxo-1,2-dihydro-1,5-naphthyridine-3-carbonitrile ClC=1N=C2C(=C(C(N(C2=CC1)C)=O)C#N)N1C[C@H]2[C@@H](CC1)N(CC2)C2=CC=C(C=C2)Cl